tert-Butyl (2R,5S)-5-methyl-2-[4-[(1-methyl-4-piperidyl)methoxy]phenyl]piperidine-1-carboxylate C[C@H]1CC[C@@H](N(C1)C(=O)OC(C)(C)C)C1=CC=C(C=C1)OCC1CCN(CC1)C